1-ethyl-quinoxalin-2(1H)-one C(C)N1C(C=NC2=CC=CC=C12)=O